C1=C(C=CC2=CC=CC=C12)NC(OC1CS(C=C1)(=O)=O)=O 1,1-dioxido-2,3-dihydrothiophen-3-yl naphthalen-2-ylcarbamate